[Mo+4].C[N+]1=CNC=C1 3-methylimidazolium molybdenum